C1(CC1)N1CCN(CC1)S(=O)(=O)C1=CC=C(C=C1)[N+](=O)[O-] 1-cyclopropyl-4-((4-Nitrophenyl)sulfonyl)piperazine